(S)-2-((S)-2-(2-(4-(2,5-dioxo-2,5-dihydro-1H-pyrrol-1-yl)benzoylamino)-3-methylbutyrylamino)-5-ureidopentanoylamino)benzyl-(4-nitrobenzene) carbonate C(O)(O)=O.O=C1N(C(C=C1)=O)C1=CC=C(C(=O)N[C@H](C(=O)N[C@H](C(=O)NC2=C(CC3=CC=C(C=C3)[N+](=O)[O-])C=CC=C2)CCCNC(=O)N)C(C)C)C=C1